C(CCCCCC)NC(O)=S.C(CCCCCC)NC(O)=S.CC1=CC=CC=C1 toluene-bis(heptyl thiocarbamate)